NC=1C=2N(C=C(N1)C)C(=NC2C2=C(C=C(C=C2)NC(C(C2=CC(=CC=C2)C(F)(F)F)O)=O)C)C([2H])([2H])[2H] N-[4-[8-amino-6-methyl-3-(trideuteriomethyl)imidazo[1,5-a]pyrazin-1-yl]-3-methyl-phenyl]-2-hydroxy-2-[3-(trifluoromethyl)phenyl]acetamide